trans-1-amino-3-ethylcyclohexane-1-carboxylic acid N[C@@]1(C[C@H](CCC1)CC)C(=O)O